C(C)(C)(C)OC(=O)N1CC(N(CC1)CCO)=O 4-(2-hydroxyethyl)-3-oxo-piperazine-1-carboxylic acid tert-butyl ester